C1(=CC=CC=C1)N1C=C(C=C1)C=O 1-phenyl-1H-pyrrole-3-carbaldehyde